C(C)(=O)O[C@H]([C@@H](COC(C)=O)OC(C)=O)[C@@H]1OC(=C[C@@H]([C@H]1N(C(C)=O)C(=O)OC(C)(C)C)N=[N+]=[N-])C(=O)OC (1S,2R)-1-((2R,3R,4S)-4-azido-3-(N-(tert-butoxycarbonyl)acetamido)-6-(methoxycarbonyl)-3,4-dihydro-2H-pyran-2-yl)propane-1,2,3-triyl triacetate